3-phenylbicyclo[1.1.1]pentan C1(=CC=CC=C1)C12CC(C1)C2